C(#N)C=1C=CC2=C(N(C(=N2)NC(CC(C)(C2=NC=CC=C2)C)=O)C2CCC2)C1 N-(6-cyano-1-cyclobutyl-1H-benzo[d]imidazol-2-yl)-3-methyl-3-(pyridin-2-yl)butanamide